FCCOC=1C=C2C(C(=C(NC2=CC1)C1=CC=CC=C1)O)=O 6-(2-fluoroethoxy)-3-hydroxy-2-phenylquinolin-4(1H)-one